[Si](C1=CC=CC=C1)(C1=CC=CC=C1)(C(C)(C)C)OCCCCC[C@H](CC(=O)O)O (R)-8-((tert-butyldiphenylsilyl)oxy)-3-hydroxyoctanoic acid